2-[(CARBAMOYLMETHYL)(METHYL)AMINO]ACETIC ACID C(N)(=O)CN(CC(=O)O)C